(6-(4-Cyclopropylbenzyl)-2-azaspiro[3.3]heptan-2-yl)((1s,3s)-3-hydroxy-3-methylcyclobutyl)methanone C1(CC1)C1=CC=C(CC2CC3(CN(C3)C(=O)C3CC(C3)(C)O)C2)C=C1